O1CCN(CC1)C(CC1OC([C@]2(CCCC=C12)CCC)=O)=O (7aS)-3-(2-morpholino-2-oxoethyl)-7a-propyl-5,6,7,7a-tetrahydroisobenzofuran-1(3H)-one